C1(=CC(=CC=C1)N(C1=CC(=CC(=C1)N(C1=CC=CC=C1)C1=CC=CC=C1)N(C1=CC=CC=C1)C1=CC=CC=C1)C1=C(C=CC=C1F)F)C1(CC(=CC(=C1)N(C1=CC=CC=C1)C1=CC=CC=C1)N(C1=CC=CC=C1)C1=CC=CC=C1)NC1=C(C=CC=C1F)F 1,N1'-(1,3-phenylene)bis(N1-(2,6-difluorophenyl)-N3,N3,N5,N5-tetraphenylbenzene-1,3,5-triamine)